lauryl ether phosphate potassium salt [K+].P(=O)([O-])([O-])[O-].C(CCCCCCCCCCC)OCCCCCCCCCCCC.[K+].[K+]